2-Methyl-3-Buten-2-ol CC(C)(C=C)O